BrC=1C=CC2=C(N(C(=N2)C=2C=NC=CC2)C)C1 6-bromo-1-methyl-2-(pyridin-3-yl)-1H-1,3-benzodiazole